2,2-dichloro-n-[1,3-dihydroxy-1-(4-nitrophenyl)propan-2-yl]acetamide C1=CC(=CC=C1C(C(CO)NC(=O)C(Cl)Cl)O)[N+](=O)[O-]